5-methoxy-2-methylsulfanyl-pyridine COC=1C=CC(=NC1)SC